S(=O)(=O)(C1=CC=C(C=C1)[N+](=O)[O-])ONC(OC(C)(C)C)=O tert-butyl nosyloxycarbamate